4-chloro-N-((1S,2R)-2-(6-fluoro-2-methyl-3-(6-(piperidin-1-yl)pyridin-3-yl)phenyl)-1-(5-oxo-4,5-dihydro-1,3,4-oxadiazol-2-yl)propyl)-2-methoxybenzenesulfonamide ClC1=CC(=C(C=C1)S(=O)(=O)N[C@@H]([C@H](C)C1=C(C(=CC=C1F)C=1C=NC(=CC1)N1CCCCC1)C)C=1OC(NN1)=O)OC